COCCNC1=C2C(=NC(=C1)NC1=CC=C(C=3CCOC31)C(=O)N3CCC(CC3)N3CCOCC3)NC=C2C(F)(F)F (7-((4-((2-methoxyethyl)amino)-3-(trifluoromethyl)-1H-pyrrolo[2,3-b]pyridin-6-yl)amino)-2,3-dihydrobenzofuran-4-yl)(4-morpholinopiperidin-1-yl)methanone